CC=1C(=NC=C(C#N)C1)N1CC=2C=C(C=NC2CC1C)C(F)(F)F 5-methyl-6-(7-methyl-3-(trifluoromethyl)-7,8-dihydro-1,6-naphthyridin-6(5H)-yl)nicotinonitrile